3-hydroxyquinoline aluminum [Al].OC=1C=NC2=CC=CC=C2C1